2-methylenetetrahydro-1H-pyrrolizine C=C1CC2CCCN2C1